Ethyl (S)-3-(5-cyclopropyl-4-fluoro-2'-(hex-5-en-1-yl)-6'-methyl-[1,1'-biphenyl]-3-yl)-3-((R)-2-((methylsulfonyl)oxy)pent-4-enamido)propanoate C1(CC1)C=1C(=C(C=C(C1)C1=C(C=CC=C1C)CCCCC=C)[C@H](CC(=O)OCC)NC([C@@H](CC=C)OS(=O)(=O)C)=O)F